tri-tert-butyl (5S,12S,16S)-1-(9H-fluoren-9-yl)-3,6,14-trioxo-5-[(3,4,5-trifluorophenyl)methyl]-2-oxa-4,7,13,15-tetraazaoctadecane-12,16,18-tricarboxylate C1=CC=CC=2C3=CC=CC=C3C(C12)COC(N[C@H](C(NCCCC[C@H](NC(N[C@@H](CCC(=O)OC(C)(C)C)C(=O)OC(C)(C)C)=O)C(=O)OC(C)(C)C)=O)CC1=CC(=C(C(=C1)F)F)F)=O